C(CCCCCCCCCCCCCCCCC)N(C)CC(=O)O Stearyl-Sarcosine